IC1=CN(C=2N=C(N=C(C21)NCC2=CC=CC(=N2)N2CCN(CC2)C(=O)OC(C)(C)C)C)COCC[Si](C)(C)C Tert-butyl 4-(6-(((5-iodo-2-methyl-7-((2-(trimethylsilyl)ethoxy)methyl)-7H-pyrrolo[2,3-d]pyrimidin-4-yl)amino)methyl)pyridin-2-yl)piperazine-1-carboxylate